2-(6'-Bromo-1,1-difluoro-1',3'-dioxospiro[cyclobutane-3,4'-isoquinolin]-2'-yl)-N-(5-fluoropyrimidin-2-yl)acetamide BrC=1C=C2C3(C(N(C(C2=CC1)=O)CC(=O)NC1=NC=C(C=N1)F)=O)CC(C3)(F)F